(2E)-3-(4-amino-6-chloro-5-fluoropyridin-3-yl)prop-2-enoic acid ethyl ester C(C)OC(\C=C\C=1C=NC(=C(C1N)F)Cl)=O